FC1=CC=C(C=N1)NC1=CC(C2=CC=CC3=C2C1=NS3(=O)=O)=O 3-((6-fluoropyridin-3-yl)amino)-5H-naphtho[1,8-cd]isothiazol-5-one 1,1-dioxide